C(C)(=O)OCC=N 2-imino-ethyl acetate